3-(1'-((1H-indazol-7-yl)methyl)-6-oxo-6,8-dihydro-2H,7H-spiro[furo[2,3-e]isoindole-3,4'-piperidin]-7-yl)piperidine-2,6-dione N1N=CC2=CC=CC(=C12)CN1CCC2(CC1)COC1=C3CN(C(C3=CC=C12)=O)C1C(NC(CC1)=O)=O